5-(4-(1-(4-(4-amino-3-(4-phenoxyphenyl)-1H-pyrazolo[3,4-d]pyrimidin-1-yl)cyclohexane-1-carbonyl)azetidin-3-yl)piperidin-1-yl)-2-(2,6-dioxopiperidin-3-yl)isoindoline-1,3-dione NC1=C2C(=NC=N1)N(N=C2C2=CC=C(C=C2)OC2=CC=CC=C2)C2CCC(CC2)C(=O)N2CC(C2)C2CCN(CC2)C=2C=C1C(N(C(C1=CC2)=O)C2C(NC(CC2)=O)=O)=O